OC1(COC1)C1=C(C=C(C=C1)C(=O)N1CCC(CC1)OC1=CC=C(C=C1)C(F)(F)F)OC (4-(3-hydroxyoxetan-3-yl)-3-methoxyphenyl)(4-(4-(trifluoromethyl)phenoxy)piperidin-1-yl)methanone